C1C2C3C=CCC3C1CC2 3a,5,6,7a-tetrahydro-4,7-methylene-1H-indene